1-(2-hydroxyethyl) 4-methyl terephthalate C(C1=CC=C(C(=O)OC)C=C1)(=O)OCCO